4-{[3-chloro-4-(morpholin-4-carbonyl)pyridin-2-yl]amino}-3-cyclopropyl-5-fluoro-N-[imidazolidin-2-ylidene]benzamide ClC=1C(=NC=CC1C(=O)N1CCOCC1)NC1=C(C=C(C(=O)N=C2NCCN2)C=C1F)C1CC1